C(C=C)(=O)NC=1C=C(C=CC1C(=O)N1CCCC1)NC1=CC(=CN(C1=O)C)C=1C(=C(C=CC1)NC(C1=CC=C(C=C1)C(C)(C)C)=O)C N-(3-(5-((3-acrylamido-4-(pyrrolidine-1-carbonyl)phenyl)amino)-1-methyl-6-oxo-1,6-dihydropyridin-3-yl)-2-methylphenyl)-4-(tert-butyl)benzamide